FC1=C(C(=CC=C1)OC)C1=NC=CC(=N1)NC1=CC(=C(C=N1)C=1C=NC(=CC1)CN1CC(CC1)O)N1C[C@H](CCC1)O (3S)-1-(6-((2-(2-fluoro-6-methoxyphenyl)pyrimidin-4-yl)amino)-6'-((3-hydroxypyrrolidin-1-yl)methyl)-[3,3'-bipyridin]-4-yl)piperidin-3-ol